N-(3,4-dichlorobenzyl)-6-fluoro-4-oxo-1-phenyl-7-(1-piperazinyl)-1,4-dihydroquinoline-3-carboxamide ClC=1C=C(CNC(=O)C2=CN(C3=CC(=C(C=C3C2=O)F)N2CCNCC2)C2=CC=CC=C2)C=CC1Cl